IMIDAZO[1,2-A]PYRAZIN N=1C=CN2C1C=NC=C2